2-[(2R,6R)-2-methyl-6-(trifluoromethyl)morpholin-4-yl]-N-(3-sulfamoylphenyl)-5-(trifluoromethyl)-pyridine-3-carboxamide C[C@@H]1CN(C[C@@H](O1)C(F)(F)F)C1=NC=C(C=C1C(=O)NC1=CC(=CC=C1)S(N)(=O)=O)C(F)(F)F